CN(C)CC1=CC=C(C=C1)SC=1C2=C(C(=NC1C)N)N=C(N2)COCC 7-[4-[(dimethylamino)methyl]phenyl]sulfanyl-2-(ethoxymethyl)-6-methyl-1H-imidazo[4,5-c]pyridin-4-amine